BrC=1C=CC2=C(C(CO2)(C(=O)N)C)C1 5-bromo-3-methyl-2,3-dihydrobenzofuran-3-carboxamide